2-Methyl-6-indolizinenitrile strontium [Sr].CC=1C=C2C=CC(=CN2C1)C#N